FC1=CC=C(CNC(=O)C=2C(C(=C3C(N4CCCN(C4CN3C2)C\C(=C\C)\C)=O)O)=O)C=C1 5-Hydroxy-1-((E)-2-methyl-but-2-enyl)-6,10-dioxo-1,2,3,4,6,9,9a,10-octahydro-1,4a,8a-triaza-anthracene-7-carboxylic acid 4-fluoro-benzylamide